(11Z)-11-hexadecen-7-yn-1-ol C(CCCCCC#CCC\C=C/CCCC)O